2-(2'-hydroxyphenyl)benzotriazole OC1=C(C=CC=C1)N1N=C2C(=N1)C=CC=C2